CC([C@@H](C(=O)N1[C@@H](C[C@H](C1)O)C(=O)NC)N1N=NC(=C1)COC1=CC(=CC=C1)C)(C)C (2S,4R)-1-[(2S)-3,3-dimethyl-2-[4-[(3-methylphenoxy)methyl]triazol-1-yl]butanoyl]-4-hydroxy-N-methyl-pyrrolidine-2-carboxamide